BrC=1C=CC=2N(C3=CC=C(C=C3C2C1)Br)C[C@@H](CN1CCN(CC1)CCCCCC(=O)OCC)O ethyl (R)-6-(4-(3-(3,6-dibromo-9H-carbazol-9-yl)-2-hydroxypropyl)piperazin-1-yl)hexanoate